7-(quinolin-2-yl)-8,9,10,11-tetrahydro-3H-pyrazolo[4,3-a]phenanthridine N1=C(C=CC2=CC=CC=C12)C1=NC2=CC=C3C(=C2C=2CCCCC12)C=NN3